3,5-Diethenylbenzonitrile C(=C)C=1C=C(C#N)C=C(C1)C=C